tert-butyl ((3R,4R,5R,6R)-4,5-dihydroxy-6-(hydroxymethyl)tetrahydro-2H-pyran-3-yl)carbamate O[C@@H]1[C@@H](CO[C@@H]([C@@H]1O)CO)NC(OC(C)(C)C)=O